S1C2=C(C(=C1)C[C@H](N)C(=O)O)C=CC=C2 |r| β-(3-benzo(b)thienyl)-DL-alanine